BrC=1C=CC=2OCCN(C2N1)C 6-bromo-4-methyl-3,4-dihydro-2H-pyrido[3,2-b][1,4]oxazine